7-bromo-2,2-dimethylheptanoate BrCCCCCC(C(=O)[O-])(C)C